6-(4-(4,4,5,5-tetramethyl-1,3,2-dioxaborolan-2-yl)-1H-pyrazol-1-yl)nicotinonitrile CC1(OB(OC1(C)C)C=1C=NN(C1)C1=NC=C(C#N)C=C1)C